6-(4-Chloro-1-(4-(2-ethoxypyridin-4-yl)benzyl)-1H-indol-7-carboxamido)spiro[3.3]heptan ClC1=C2C=CN(C2=C(C=C1)C(=O)NC1CC2(CCC2)C1)CC1=CC=C(C=C1)C1=CC(=NC=C1)OCC